O(C1=CC=CC=C1)P1(=NP(=NP(=NP(=N1)(OC1=CC=CC=C1)OC1=CC=CC=C1)(OC1=CC=CC=C1)OC1=CC=CC=C1)(OC1=CC=CC=C1)OC1=CC=CC=C1)OC1=CC=CC=C1 octaphenoxycyclotetraphosphazene